(2S,4R)-1-[(2S)-2-(4-cyclopropyltriazol-1-yl)-3,3-dimethyl-butanoyl]-N-[(3,5-dimethoxyisothiazol-4-yl)methyl]-4-hydroxy-pyrrolidine-2-carboxamide C1(CC1)C=1N=NN(C1)[C@H](C(=O)N1[C@@H](C[C@H](C1)O)C(=O)NCC=1C(=NSC1OC)OC)C(C)(C)C